FC1(C(C1)C1=CC(=NN1CC(F)F)C=1C(=C(C(=CC1)O)N1CC(NS1(=O)=O)=O)F)F 5-(3-(5-(2,2-difluorocyclopropyl)-1-(2,2-difluoroethyl)-1H-pyrazol-3-yl)-2-fluoro-6-hydroxyphenyl)-1,2,5-thiadiazolidin-3-one 1,1-dioxide